CC=1N=C(N(C1)C(=O)NCC#CCC1=CC=CC=C1)OCCN1CCN(CC1)C 4-Methyl-2-(2-(4-methylpiperazin-1-yl)ethoxy)-N-(4-phenylbut-2-ynyl)-1H-imidazole-1-carboxamide